C(C)(=O)ON1C(CCC1=O)=O 1-(acetyloxy)pyrrolidine-2,5-dione